methyl 2-((2-(3-((3-amino-6-methoxypyridin-2-yl) (tert-butoxycarbonyl) amino) propyl)-3,4-difluoro-phenyl)-amino)-4,5-difluoro-benzoate NC=1C(=NC(=CC1)OC)N(CCCC1=C(C=CC(=C1F)F)NC1=C(C(=O)OC)C=C(C(=C1)F)F)C(=O)OC(C)(C)C